[15N+](=O)(O)[O-].C[C@H]1N(CCOC1)C1=CC(=C2C(=N1)C(=NS2)C2=CC=NN2C2OCC2)C=2C(=NC=CC2)C(F)(F)F (3R)-3-methyl-4-{3-[1-(oxetan-2-yl)-1H-pyrazol-5-yl]-7-[2-(trifluoromethyl)pyridin-3-yl]-[1,2]thiazolo[4,5-b]pyridin-5-yl}morpholine [15N]Nitrate